Cl.N[C@H](C(=O)OCC1=CC=CC=C1)CC1=CC(=CC=C1)OCC1=CC=CC=C1 benzyl (S)-2-amino-3-(3-(benzyloxy)phenyl)propanoate hydrochloride